diacetate monohydrate O.C(C)(=O)O.C(C)(=O)O